4-chloromethyl-2,2-dimethyl-[1,3]Dioxolane ClCC1OC(OC1)(C)C